3-((6-(3-Methylisoxazol-4-yl)-1-oxoisoquinolin-2(1H)-yl)methyl)-N-(1,2,3,4-tetrahydroisoquinolin-7-yl)benzamide CC1=NOC=C1C=1C=C2C=CN(C(C2=CC1)=O)CC=1C=C(C(=O)NC2=CC=C3CCNCC3=C2)C=CC1